Methyl 4-(3-chlorophenyl)-8-hydroxy-1,6-naphthyridine-7-carboxylate ClC=1C=C(C=CC1)C1=CC=NC2=C(C(=NC=C12)C(=O)OC)O